ClC=1C(=NC(=NC1)N[C@@H]1C[C@H]2CO[C@@H]([C@H]1O)O2)C=2C=C(C1=C(N(C(=N1)[C@@H]1COCC1)C(C)C)C2)F (1S,3R,4S,5R)-3-((5-chloro-4-(4-fluoro-1-isopropyl-2-((R)-tetrahydrofuran-3-yl)-1H-benzo[d]imidazol-6-yl)pyrimidin-2-yl)amino)-6,8-dioxabicyclo[3.2.1]octan-4-ol